propyl-dihydroxyethyl-ethyl-ammonium ethyl-sulfate C(C)OS(=O)(=O)[O-].C(CC)[NH+](CC)CC(O)O